1H-indole-2-carbonitrile hydrochloride Cl.N1C(=CC2=CC=CC=C12)C#N